(S)-9-(2-chloro-3-fluoro-4-methoxybenzoyl)-2-(Methoxymethyl)-2-methyl-1,2,4,7-tetrahydro-3H-pyrrolo[3',2':5,6]pyrido[3,4-b]Pyrazin-3-one ClC1=C(C(=O)C2=CNC3=C2C2=C(NC([C@](N2)(C)COC)=O)C=N3)C=CC(=C1F)OC